tert-butyl (R)-(1-(6-(3-(5-(5-cyclopropylpyridin-3-yl)-1,3,4-thiadiazol-2-yl)oxetan-3-yl)pyridin-3-yl)piperidin-3-yl)carbamate C1(CC1)C=1C=C(C=NC1)C1=NN=C(S1)C1(COC1)C1=CC=C(C=N1)N1C[C@@H](CCC1)NC(OC(C)(C)C)=O